ClC1=C(C(=NC=C1C#N)C(=O)O)C 4-chloro-5-cyano-3-methylpicolinic acid